CC1=NC2=C(N1C1CC3CCC(C1)N3CCC(C3=CC=CC=C3)NC(=O)C3CCC3)C=CC=C2 N-{3-[3-exo-(2-Methyl-1H-benzimidazol-1-yl)-8-azabicyclo[3.2.1]oct-8-yl]-1-phenylpropyl}cyclobutanecarboxamide